C1(=C(C=CC=C1)C=1SC(=CN1)C(=O)Cl)C 2-(o-tolyl)thiazole-5-carbonyl chloride